2-(4-((4-(2-(2-aminopyridin-3-yl)-6-(pyridin-3-yl)-3H-imidazo[4,5-b]pyridin-3-yl)benzyl)carbamoyl)phenyl)acetic acid NC1=NC=CC=C1C1=NC=2C(=NC=C(C2)C=2C=NC=CC2)N1C1=CC=C(CNC(=O)C2=CC=C(C=C2)CC(=O)O)C=C1